C1N(CCC12CCCC2)C=2C=CC(=NC2)NC2=CC(=NC=1C=CNC(C21)=O)C2=C(C=C(C=C2)NC(=O)C2CCCCC2)F N-(4-(4-((5-(2-azaspiro[4.4]nonan-2-yl)pyridin-2-yl)amino)-5-oxo-5,6-dihydro-1,6-naphthyridin-2-yl)-3-fluorophenyl)cyclohexane-carboxamide